dihydroisobenzothiophene C1C2=CC=CC=C2CS1